ClC1=C(C=CC=2C3=C(NC12)CCN(C3C)C(=O)N3CNC(=C3)C#N)Cl 1-[6,7-dichloro-1-methyl-1H,3H,4H,5H-pyrido[4,3-b]indole-2-carbonyl]-3H-imidazole-4-carbonitrile